N4-(2-methoxyethyl)benzene-1,4-disulfonamide COCCNS(=O)(=O)C1=CC=C(C=C1)S(=O)(=O)N